C1=CC=C2C(=C1)C(OC2=O)[N+](=O)[O-] nitrophthalide